C[Si](CCCCCCCC[SiH2]C(N(CC)CC)N(CC)CC)(OC)C 1-dimethylmethoxysilyl-8-bis(diethylamino)methylsilyloctane